O[C@H](C=1C=NC(=NC1)N1CCN(CC1)C(C=C)=O)C1=CC=C(C=C1)C1=CC2=C(N=CN=C2N2CCOCC2)N1 (S)-1-(4-(5-(hydroxy(4-(4-morpholino-7H-pyrrolo[2,3-d]pyrimidin-6-yl)phenyl)methyl)pyrimidin-2-yl)piperazin-1-yl)prop-2-en-1-one